C(C)(=O)N[C@@H](CCCCN)C(=O)O Anti-ACETYLLYSINE